CNC1=NC=CC(=C1)C=O 2-methylaminopyridine-4-formaldehyde